2,6-dihydroxy-4-(2-methyloctan-2-yl)-N-(4-(4-methylpiperazin-1-yl)phenyl)benzamide OC1=C(C(=O)NC2=CC=C(C=C2)N2CCN(CC2)C)C(=CC(=C1)C(C)(CCCCCC)C)O